ClC=1C=C(C=C(C1OCCCl)C#N)C(C)(C)C1=CC=C(OCC2=CC(=NC(=N2)S(=O)(=O)C)C2CCN(CC2)C(=O)OC(C)(C)C)C=C1 tert-butyl 4-(6-((4-(2-(3-chloro-4-(2-chloroethoxy)-5-cyanophenyl)propan-2-yl)phenoxy)methyl)-2-(methylsulfonyl)pyrimidin-4-yl)piperidine-1-carboxylate